SCCOC1=CC=C(C=C1)OCCS 1,4-bis(mercaptoethoxy)benzene